((tetrahydrofuran-3-yl)amino)-5H-pyrido[3,2-b]indole-3-carboxamide O1CC(CC1)NC=1C(=CC=2NC=3C=CC=CC3C2N1)C(=O)N